FC1=C(C=CC(=C1)[N+](=O)[O-])N1CCN(CC1)C(C)C 1-(2-fluoro-4-nitrophenyl)-4-isopropylpiperazine